C(#N)C=1C(=CC(=NC1)NC(=O)N1C2CC(C3=CC(=C(N=C13)C=O)CN1C(CN(CC1)C)=O)C2)N[C@H]2[C@@H](CCC2)OC N-(5-cyano-4-(((trans)-2-methoxycyclopentyl)amino)pyridin-2-yl)-7-formyl-6-((4-methyl-2-oxopiperazin-1-yl)methyl)-3,4-dihydro-2,4-methylene-1,8-naphthyridine-1(2H)-carboxamide